1,3-diaminoguanidine acetate C(C)(=O)O.NNC(=N)NN